CC(C(=O)N1CCC2(CC1)C(NC1=CC=C(C=C12)C(=O)OC)=O)C methyl 1'-(2-methylpropanoyl)-2-oxospiro[indoline-3,4'-piperidine]-5-carboxylate